1-(2-{[tert-butyl-(dimethyl)silyl]oxy}ethyl)-4-(4,4,5,5-tetramethyl-1,3,2-dioxaborolan-2-yl)-1H-pyrazole C(C)(C)(C)[Si](OCCN1N=CC(=C1)B1OC(C(O1)(C)C)(C)C)(C)C